N-(3-chloro-5-(methylsulfonamido)phenyl)-5-(5-fluoropyridin-2-yl)-1-(2-hydroxyethyl)-1H-pyrrole-3-carboxamide ClC=1C=C(C=C(C1)NS(=O)(=O)C)NC(=O)C1=CN(C(=C1)C1=NC=C(C=C1)F)CCO